CC1=CC=CC=2C3=C(C=CC=C3C(C12)(C1=CC=C(C=C1)N)C1=CC=C(C=C1)N)C 1,5-dimethyl-9,9-bis(4-aminophenyl)fluorene